CC(C(C)O)CCCC1=CC=CC=C1 3-methyl-6-phenyl-2-hexanol